methyl 6-(4-(6-aminopyridin-3-yl)piperidin-1-yl)nicotinate NC1=CC=C(C=N1)C1CCN(CC1)C1=NC=C(C(=O)OC)C=C1